3,5-difluorophenylhydrazine FC=1C=C(C=C(C1)F)NN